C(C)(C)OCCN(CCC(C(=O)O)NC(=O)C1(COC1)C1=CC=CC=C1)CCCCC1=NC=2NCCCC2C=C1 4-((2-isopropoxyethyl)(4-(5,6,7,8-tetrahydro-1,8-naphthyridin-2-yl)butyl)amino)-2-(3-phenyloxetane-3-carboxamido)butanoic acid